4-[5-fluoro-3-(5-{[(3S,4R)-4-hydroxy-2-oxopyrrolidin-3-yl]amino}-1,3,4-oxadiazol-2-yl)-1H-indol-2-yl]benzonitrile FC=1C=C2C(=C(NC2=CC1)C1=CC=C(C#N)C=C1)C=1OC(=NN1)N[C@@H]1C(NC[C@H]1O)=O